(R)-3-((R)-(((S)-2-(4-(methylsulfonyl)phenyl)propyl)amino)(phenyl)methyl)-1,2,3,4-tetrahydroquinoxaline-5-carbonitrile CS(=O)(=O)C1=CC=C(C=C1)[C@@H](CN[C@@H]([C@H]1CNC=2C=CC=C(C2N1)C#N)C1=CC=CC=C1)C